C1(=CC=C(C=CC)C=C1)OC anethole